C(C)(C)(C)OC(=O)N1[C@@H](C[C@@H](C1)NC1=CC(=C(C=C1)OC(F)F)OCC1CC1)C(=O)O (2S,4S)-1-(tert-Butoxycarbonyl)-4-((3-(cyclopropylmethoxy)-4-(difluoromethoxy)phenyl)amino)pyrrolidine-2-carboxylic acid